ClC=1C(=NC=CC1C1=CC(=NC2=C(N=CC=C12)C1=CC=NN1)N1[C@@H](COCC1)C)OC 4-(3-chloro-2-methoxypyridin-4-yl)-2-[(3R)-3-methylmorpholin-4-yl]-8-(1H-pyrazol-5-yl)-1,7-naphthyridine